BrC=1N=C2N(N1)C(CC2F)C2=C(C=CC=C2)Cl 2-bromo-5-(2-chlorophenyl)-7-fluoro-6,7-dihydro-5H-pyrrolo[1,2-b][1,2,4]triazole